3-(2,6-bis(benzyloxy)pyridin-3-yl)-7-(4-(5-((1r,4s)-4-(3-bromo-2-methylphenoxy)cyclohexyl)-2-methylpentan-2-yl)piperazin-1-yl)-1-methyl-1H-indazole C(C1=CC=CC=C1)OC1=NC(=CC=C1C1=NN(C2=C(C=CC=C12)N1CCN(CC1)C(C)(CCCC1CCC(CC1)OC1=C(C(=CC=C1)Br)C)C)C)OCC1=CC=CC=C1